FC1CC(C1)(C1=NC=CC=C1F)CNC1=NC=C(C=N1)C=1C=C(C=CC1)C(=O)NC1CC(C1)O {3-[2-(([3-fluoro-1-(3-fluoro(2-pyridyl))cyclobutyl]methyl)amino)pyrimidin-5-yl]phenyl}-N-(3-hydroxycyclobutyl)carboxamide